ClC=1C=C(C=CC1)[C@@H]1[C@H](C1)C(=O)NC1=NC=CC(=C1)OCC=1N=C2N(C=C(C=C2C#N)C2CC2)C1 |r| rac-(1S*,2S*)-2-(3-chlorophenyl)-N-(4-((8-cyano-6-cyclopropylimidazo[1,2-a]pyridin-2-yl)methoxy)pyridin-2-yl)cyclopropane-1-carboxamide